allyl monosulfate S(=O)(=O)(OCC=C)[O-]